C(C)OC(NC1=C(C=C(C=C1)CNC1=CC=C(C=C1)C1=CC=CC=C1)N)=O [2-Amino-4-(biphenyl-4-ylaminomethyl)-phenyl]-carbamic acid ethyl ester